CC(C)N(C(CCC(NCCOCCOCCC)=O)=O)C 2,3-dimethyl-4,7-dioxo-11,14-dioxa-3,8-diazaheptadecane